tert-butyl (R)-2-(3-(methoxycarbonyl)bicyclo[1.1.1]pentan-1-yl)-3-oxohexahydroimidazo[1,5-a]pyrazine-7(1H)-carboxylate COC(=O)C12CC(C1)(C2)N2C(N1[C@@H](CN(CC1)C(=O)OC(C)(C)C)C2)=O